ClC=1C=C(C=CC1)C1=NOC(=N1)C=1C=CC(N(C1)CC=1C=NC=NC1)=O 5-(3-(3-chlorophenyl)-1,2,4-oxadiazol-5-yl)-1-(pyrimidin-5-ylmethyl)pyridin-2(1H)-one